C1(=CC=CC=C1)C=1N=C2N(C=C(C=C2C2=CC=CC=C2)C2=CC=C(C=O)C=C2)C1 4-(2,8-diphenylimidazo[1,2-a]pyridin-6-yl)benzaldehyde